((2,2-dimethylpropionyl)amino)-2-(4-hydroxyphenyl)acetic acid CC(C(=O)NC(C(=O)O)C1=CC=C(C=C1)O)(C)C